OC(C#CC=1C=CC2=C(NC(C(CC2)NC(C2=NC=CC=C2)=O)=O)C1)(C)C N-(8-(3-hydroxy-3-methylbut-1-yn-1-yl)-2-oxo-2,3,4,5-tetrahydro-1H-benzo[b]azepin-3-yl)picolinamide